2-((1-(3-(4-fluorophenyl)-2-(1H-imidazol-1-yl)-7-methylquinolin-5-yl)ethyl)amino)benzoic acid FC1=CC=C(C=C1)C=1C(=NC2=CC(=CC(=C2C1)C(C)NC1=C(C(=O)O)C=CC=C1)C)N1C=NC=C1